2,5-diphenyl-furandicarboxylate C1(=CC=CC=C1)C1(OC(=CC1C(=O)[O-])C1=CC=CC=C1)C(=O)[O-]